N-(1-(5-fluoro-6-(5-fluoropyridin-3-yl)-1-neopentyl-1H-indol-3-yl)ethyl)cyclopropanesulfonamide FC=1C=C2C(=CN(C2=CC1C=1C=NC=C(C1)F)CC(C)(C)C)C(C)NS(=O)(=O)C1CC1